pentane-1,2,3,4,5-pentaol C(C(C(C(CO)O)O)O)O